NC1=NC=C(C2=C1C(=C(N2C)C2=C(C=C(C=C2)NC(C(=C)C)=O)F)C2=CC=C(C=C2)OC2=NC=C(C=C2)F)C#N N-(4-(4-amino-7-cyano-3-(4-((5-fluoropyridin-2-yl)oxy)phenyl)-1-methyl-1H-pyrrolo[3,2-c]pyridin-2-yl)-3-fluorophenyl)methacrylamide